2-(3-(4-((1H-pyrazol-4-yl)amino)-7-chloro-6-ethoxyquinazolin-2-yl)phenoxy)-N-(tert-butyl)acetamide bistrifluoroacetic acid salt FC(C(=O)O)(F)F.FC(C(=O)O)(F)F.N1N=CC(=C1)NC1=NC(=NC2=CC(=C(C=C12)OCC)Cl)C=1C=C(OCC(=O)NC(C)(C)C)C=CC1